benzyl-triethyl-ammonium chloride salt [Cl-].C(C1=CC=CC=C1)[N+](CC)(CC)CC